ClC1=C(C=C2C(=C(N(C2=C1F)C)C1=NC(=NN1)C(=O)N(C)C)N1C=NC=C1)OC 5-(6-chloro-7-fluoro-3-(1H-imidazol-1-yl)-5-methoxy-1-methyl-1H-indol-2-yl)-N,N-dimethyl-1H-1,2,4-triazole-3-carboxamide